7-[(4R)-7-chloro-10-[3-(4-chloro-3,5-dimethyl-phenoxy)propyl]-6-(4,6-dimethylpyrimidin-5-yl)-4-methyl-1-oxo-3,4-dihydropyrazino[1,2-a]indol-2-yl]-1-methyl-indole-2-carboxylic Acid ClC=1C=CC=2C(=C3N(C2C1C=1C(=NC=NC1C)C)[C@@H](CN(C3=O)C=3C=CC=C1C=C(N(C31)C)C(=O)O)C)CCCOC3=CC(=C(C(=C3)C)Cl)C